6-(1-(4-(5-(difluoromethyl)-1,3,4-oxadiazol-2-yl)benzyl)-1H-1,2,3-triazol-4-yl)thieno[2,3-d]pyrimidin-4-amine FC(C1=NN=C(O1)C1=CC=C(CN2N=NC(=C2)C2=CC3=C(N=CN=C3N)S2)C=C1)F